C1C=CN(C(=O)N1)[C@H]2[C@@H]([C@@H]([C@H](O2)CO)O)O The molecule is a member of the class of pyrimidine ribonucleosides that is zebularine in which the double bond between positions 3 and 4 of the pyrimidone ring has been reduced to a single bond. It is a pyrimidone and a member of pyrimidine ribonucleosides. It derives from a zebularine.